ClC1=C(C=CC(=C1)Cl)CC(=O)N1CC2=C(CC1)SC(=C2)C2=NOC(=N2)C(F)(F)F 2-(2,4-dichlorophenyl)-1-(2-(5-(trifluoromethyl)-1,2,4-oxadiazol-3-yl)-6,7-dihydrothieno[3,2-c]pyridin-5(4H)-yl)ethan-1-one